ON=C(O)C1C2C=CC(C1C(=O)O)C2 N-hydroxybicyclo[2.2.1]hept-5-ene-2,3-dicarboxylic acid imide